6-Chloro-3-[[(1R)-1-(3,6-dimethyl-4-oxo-2-pyrazolo[1,5-a]pyrimidin-3-yl-chromen-8-yl)ethyl]amino]pyridine-2-carbonitrile ClC1=CC=C(C(=N1)C#N)N[C@H](C)C=1C=C(C=C2C(C(=C(OC12)C=1C=NN2C1N=CC=C2)C)=O)C